N[C@H]1C[C@H](NC1)C(=O)O 4-(S)-amino-L-proline